BrC1=C(C=C(OC2CCC(CC2)CC[C@H](C)N2CCN(CC2)C2=CC=C3C(=NN(C3=C2)C)C2C(NC(CC2)=O)=O)C=C1)C 3-(6-(4-((S)-4-((1r,4R)-4-(4-bromo-3-methylphenoxy)cyclohexyl)butan-2-yl)piperazin-1-yl)-1-methyl-1H-indazol-3-yl)piperidine-2,6-dione